6-(1-(2,2,2-trifluoroethyl)-1H-pyrazol-4-yl)-2-pyridinecarboxylic acid FC(CN1N=CC(=C1)C1=CC=CC(=N1)C(=O)O)(F)F